ClC=1C=C(C=CC1CC(C)C)C1=NC(=NO1)C1=CC=C(CN2CCC(CC2)(C(=O)O)CC=2SC=CC2)C=C1 1-{4-[5-(3-Chloro-4-isobutyl-phenyl)-[1,2,4]-oxadiazol-3-yl]-benzyl}-4-thiophen-2-ylmethyl-piperidine-4-carboxylic acid